dipropylmalonic acid mono-isopropyl ester C(C)(C)OC(C(C(=O)O)(CCC)CCC)=O